3,9-dihydroxy-8-((4-(3-hydroxyphenyl)piperidin-1-yl)methyl)benzo[5,6]oxazepin OC1=NOC2=C(C=C1)C=CC(=C2O)CN2CCC(CC2)C2=CC(=CC=C2)O